(2-(4-(2-((1-(Methylsulfonyl)piperidin-4-yl)amino)-5-(trifluoromethyl)pyrimidin-4-yl)-1H-imidazol-1-yl)phenyl)methanol CS(=O)(=O)N1CCC(CC1)NC1=NC=C(C(=N1)C=1N=CN(C1)C1=C(C=CC=C1)CO)C(F)(F)F